N(=[N+]=[N-])CCOCCOC=1C=C(CCOCCC(=O)OC(C)(C)C)C=CC1 tert-butyl 3-(3-(2-(2-azidoethoxy)ethoxy)phenethoxy)propanoate